FC(C(C)=NC1=CC=CC=C1)(C(F)(F)F)F 3,3,4,4,4-pentafluoro-N-phenyl-butane-2-imine